FC(CN(C(NC1=CC(=C(C(=O)OC)C=C1F)O[C@H](C(F)(F)F)C)=O)CC)F methyl (S)-4-(3-(2,2-difluoroethyl)-3-ethylureido)-5-fluoro-2-((1,1,1-trifluoropropan-2-yl)oxy)benzoate